C(C)(C)(C)OC(=O)N1CC(C1)[Zn]I (1-tert-butoxycarbonyl-azetidin-3-yl)-iodo-zinc